(S or R)-5-chloro-1-(1-cyclopropyl-1H-pyrazol-4-yl)-6-(4-(3-methyltetrahydrofuran-3-yl)piperazin-1-yl)-1H-indazole ClC=1C=C2C=NN(C2=CC1N1CCN(CC1)[C@@]1(COCC1)C)C=1C=NN(C1)C1CC1 |o1:16|